CC1(C(NC=C(C1)C(=O)N[C@@H]1[C@H](C1)C)=O)C(=O)N 3-methyl-N5-((1s,2s)-2-methylcyclopropyl)-2-oxo-1,2-dihydropyridine-3,5-dicarboxamide